CN1N=CC(=C1)C(=O)[O-] 1-methyl-pyrazole-4-carboxylate